m-tolyl-5-(4-hydroxyphenyl)-6-(4-(6-selenocyanohexanamido) phenyl)-7-oxabicyclo[2.2.1]hept-5-ene-2-sulfonate C1(=CC(=CC=C1)OS(=O)(=O)C1C2C(=C(C(C1)O2)C2=CC=C(C=C2)O)C2=CC=C(C=C2)NC(CCCCC[Se]C#N)=O)C